CS(=O)(=O)OC1CN(C1)C=1OC(=NN1)C=1C=NC(=NC1)NC1CC2=CC(=C(C=C2C1)F)F 1-(5-(2-((5,6-difluoro-2,3-dihydro-1H-inden-2-yl)amino)pyrimidin-5-yl)-1,3,4-oxadiazol-2-yl)azetidin-3-yl methanesulfonate